BrC1=C(C2=NC3=CC(=CC(=C3N=C2C=C1)OC)Cl)C 2-Bromo-8-chloro-6-methoxy-1-methylphenazine